C([2H])([2H])([2H])C=1C(=NC=CC1)C(=O)N methyl-d3-picolinamid